benzyl (S)-4-(2-chloro-7-(8-chloronaphthalen-1-yl)-5,6,7,8-tetrahydropyrido[3,4-d]pyrimidin-4-yl)-2-(cyanomethyl)piperazine-1-carboxylate ClC=1N=C(C2=C(N1)CN(CC2)C2=CC=CC1=CC=CC(=C21)Cl)N2C[C@@H](N(CC2)C(=O)OCC2=CC=CC=C2)CC#N